8-(1,1':4',1''-terphenyl-3-yl)-4-[3-(9-phenyl-9H-carbazole-3-yl)phenyl]-benzofuro[3,2-d]pyrimidine C1(=CC(=CC=C1)C=1C=CC2=C(C1)C=1N=CN=C(C1O2)C2=CC(=CC=C2)C=2C=CC=1N(C3=CC=CC=C3C1C2)C2=CC=CC=C2)C2=CC=C(C=C2)C2=CC=CC=C2